FC=1C=C(C=CC1)C=1N=NN(C1)[C@@H]1[C@H]([C@H](S[C@H]2[C@H](O)[C@H]([C@@H](O)[C@H](O2)CO)N2N=NC(=C2)C2=CC(=CC=C2)F)O[C@@H]([C@@H]1O)CO)O 3-deoxy-3-[4-(3-fluorophenyl)-1H-1,2,3-triazol-1-yl]-β-D-galactopyranosyl 3-deoxy-3-[4-(3-fluorophenyl)-1H-1,2,3-triazol-1-yl]-1-thio-β-D-galactopyranoside